FC1=CC=C(CC=2C=NN(C2)C(=O)N[C@@H]2C(N(C3=C(OC2)C=CC(=C3)C#CC(C)(C)O)C)=O)C=C1 (S)-4-(4-Fluorobenzyl)-N-(7-(3-hydroxy-3-methylbut-1-yn-1-yl)-5-methyl-4-oxo-2,3,4,5-tetrahydrobenzo[b][1,4]oxazepin-3-yl)-1H-pyrazol-1-carboxamid